C(C)(C)(C)OC(=O)N1[C@H](CC[C@H]1CC1CCC(CC1)OC)[C@H](O)C1=CC(=CC=C1)F (2R,5S)-2-((R)-(3-fluorophenyl)(hydroxy)methyl)-5-(((1R,4S)-4-methoxycyclohexyl)methyl)pyrrolidine-1-carboxylic acid tert-butyl ester